(S)-2-((1-(2-(bis(4-chlorophenyl)methylene)hydrazineyl)-1-oxopropan-2-yl)carbamoyl)-4-methoxypyridin-3-yl isobutyl carbonate C(OC=1C(=NC=CC1OC)C(N[C@H](C(=O)NN=C(C1=CC=C(C=C1)Cl)C1=CC=C(C=C1)Cl)C)=O)(OCC(C)C)=O